C(C1=CC=CC=C1)N1C=C(CC=C1)C(=O)O 1-benzyl-1,4-dihydropyridine-3-carboxylic acid